2-iodoacetate ICC(=O)[O-]